(R)-N-(1-(1-acryloylazepan-3-yl)-7-chloro-5-(oxetan-3-yloxy)-1H-benzo[d]imidazol-2-yl)-2-(difluoromethyl)isonicotinamide C(C=C)(=O)N1C[C@@H](CCCC1)N1C(=NC2=C1C(=CC(=C2)OC2COC2)Cl)NC(C2=CC(=NC=C2)C(F)F)=O